N1=C(C=CC=C1)/C=C/C1=NC=C2N1C=CC=C2 3-[(E)-2-(pyridin-2-yl)vinyl]imidazo[1,5-a]pyridine